bis-(4-hydroxy-2-tert-octyl-5-methylphenyl) sulfide OC1=CC(=C(C=C1C)SC1=C(C=C(C(=C1)C)O)C(C)(C)CC(C)(C)C)C(C)(C)CC(C)(C)C